7-(3-fluoro-4-(4H-1,2,4-triazol-3-yl)phenyl)-1-(2-(tetrahydro-2H-pyran-4-yl)ethyl)-3,4-dihydropyrazino[2,3-b]pyrazin-2(1H)-one FC=1C=C(C=CC1C1=NN=CN1)C1=CN=C2C(=N1)N(C(CN2)=O)CCC2CCOCC2